3β,25-dihydroxycholest-5-ene tert-butyl-2,2-dimethyl-4-oxochroman-7-ylcarbamate C(C)(C)(C)N(C(O)=O)C1=CC=C2C(CC(OC2=C1)(C)C)=O.O[C@@H]1CC2=CC[C@H]3[C@@H]4CC[C@H]([C@@H](CCCC(C)(C)O)C)[C@]4(CC[C@@H]3[C@]2(CC1)C)C